O1CCN(CC1)C=1C2=C(N=CN1)N(C(=C2)C2=CC=C(NC(C(F)(F)F)[C@@H]1CNCC1)C=C2)COCC[Si](C)(C)C 4-(4-morpholino-7-((2-(trimethylsilyl)ethoxy)methyl)-7H-pyrrolo[2,3-d]pyrimidin-6-yl)-N-(2,2,2-trifluoro-1-((S)-pyrrolidin-3-yl)ethyl)aniline